tricyclo[5.2.1.02,6]decene iodide [I-].C12=C3CCCC3C(CC1)C2